7,9-di-tert-butyl-1-oxaphenanthroline C(C)(C)(C)C=1C2=CC=C3C=CCOC3=C2N=C(C1)C(C)(C)C